FC1=C(C(=C(C=C1OC)OC)F)N1CC2=CN=C(C=C2C2(C1=O)CC2)C=2N=C(SC2)N(C)C 2'-(2,6-difluoro-3,5-dimethoxyphenyl)-6'-(2-(dimethylamino)thiazol-4-yl)-1'h-spiro[cyclopropane-1,4'-[2,7]naphthyridine]-3'(2'h)-one